tert-butyl 4-(1-(2-bromo-5-cyclobutoxy-4-nitrophenyl)piperidin-4-yl)piperazine-1-carboxylate BrC1=C(C=C(C(=C1)[N+](=O)[O-])OC1CCC1)N1CCC(CC1)N1CCN(CC1)C(=O)OC(C)(C)C